C1=CC2=CC3=C(N=NC3=CC2=C1)CCCCCCCCCCCC(=O)O Diaza-s-Indacene-3-Dodecanoic Acid